C(C1=CC=CC=C1)OC(=O)NC1(CN(C1)C(=O)OC(C)(C)C)CC1=C(C=CC=C1)Br tert-butyl 3-(((benzyloxy)carbonyl)amino)-3-(2-bromobenzyl)azetidine-1-carboxylate